N2-(2-methoxy-4-((4-morpholino-piperidin-1-yl)sulfonyl)phenyl)-N4-(2-methoxyethyl)-5-(trifluoromethyl)-7H-pyrrolo[2,3-d]pyrimidine-2,4-diamine COC1=C(C=CC(=C1)S(=O)(=O)N1CCC(CC1)N1CCOCC1)NC=1N=C(C2=C(N1)NC=C2C(F)(F)F)NCCOC